O=C1NC=2CCCCC2C=C1C(=O)NC\C=C\S(=O)(=O)C(C)C 2-oxo-N-[(2E)-3-(propane-2-sulfonyl)prop-2-en-1-yl]-1,2,5,6,7,8-hexahydroquinoline-3-carboxamide